benzyl (2S)-3-[(2-aminoacetyl)amino]-2-(9H-fluoren-9-ylmethoxycarbonylamino)propanoate NCC(=O)NC[C@@H](C(=O)OCC1=CC=CC=C1)NC(=O)OCC1C2=CC=CC=C2C=2C=CC=CC12